C(C)(C)(C)OC(=O)N1C[C@@H](CC(C1)=O)C (R)-3-methyl-5-oxo-piperidine-1-carboxylic acid tert-butyl ester